C(#C)C=1C=NC(=NC1)N1CC2CCC(C1)N2C2COC2 3-(5-ethynylpyrimidin-2-yl)-8-(oxetan-3-yl)-3,8-diazabicyclo[3.2.1]octane